3-[(1R)-1-amino-8-azaspiro[4.5]dec-8-yl]-6-[(2,3-dichlorophenyl)thio]-5-methyl-2-pyridinemethanol N[C@@H]1CCCC12CCN(CC2)C=2C(=NC(=C(C2)C)SC2=C(C(=CC=C2)Cl)Cl)CO